ethyl 2-(3-bromo-5-chloro-2-hydroxyphenyl)-4-methyl-3-oxopentanoate BrC=1C(=C(C=C(C1)Cl)C(C(=O)OCC)C(C(C)C)=O)O